OC1=C(C=CC=C1)C(\C=C\C1=CC(=C(C=C1)OCC1=CC=CC=C1)C)=O (E)-1-(2-Hydroxyphenyl)-3-(3-methyl-4-phenylmethoxyphenyl)prop-2-en-1-one